ClC=1C(=NC(=NC1)NC=1C(=CC(=C(C1)C(C(=O)N)=C)N1CC(C1)N(C)C)OC)C1=CN(C2=CC=CC=C12)C 5-{[5-Chloro-4-(1-methylindol-3-yl)pyrimidin-2-yl]amino}-2-{3-dimethylaminoazetidin-1-yl-4-methoxyphenyl}prop-2-enamide